(E)-3,7-dimethyl-octa-2,6-dien-1-ol C\C(=C/CO)\CCC=C(C)C